FC1(CC=C(CC1)C=1C=CC=C2C=C(C=NC12)C(=O)NC(CO)CC)F 8-(4,4-difluorocyclohex-1-en-1-yl)-N-(1-hydroxybut-2-yl)quinoline-3-carboxamide